(E)-1-(4-Hydroxyphenyl)-3-[4-methoxy-3-(methoxymethyl)phenyl]prop-2-en-1-one OC1=CC=C(C=C1)C(\C=C\C1=CC(=C(C=C1)OC)COC)=O